Cl.CC1(C(NC2=C(O1)C(=NC=N2)N2CCC(CC2)(CO)CNS(=O)(=O)N)=O)C N-((1-(6,6-dimethyl-7-oxo-7,8-dihydro-6H-pyrimido[5,4-b][1,4]oxazin-4-yl)-4-(hydroxymethyl)piperidin-4-yl)methyl)sulfamide hydrochloride